ClC1=C(C(=O)C2=CC=C(O[C@H]3COCC3)C=C2)C=C(C=C1)I (R)-3-(4-(2-chloro-5-iodobenzoyl)phenoxy)tetrahydrofuran